C(C)(C)(C)OC(NC=1SC2=C(N1)C=CC(=C2)NC2=CC(=NC=C2)C(F)(F)F)=O.FC(C2=NC=CC(=C2)NC2=CC1=C(N=C(S1)N)C=C2)(F)F N6-[2-(trifluoromethyl)-4-pyridyl]-1,3-benzothiazole-2,6-diamine tert-butyl-N-[6-[(2-trifluoromethyl-4-pyridyl)amino]-1,3-benzothiazol-2-yl]carbamate